C(C)(C)(C)C1=CC=C(OC2CC3(CN(C3)C(=O)C3CC(C3)(C)O)C2)C=C1 (6-(4-(tert-butyl)phenoxy)-2-azaspiro[3.3]hept-2-yl)((1s,3s)-3-hydroxy-3-methylcyclobutyl)methanone